ClC1=CC=C(C=C1)C(C1=CC=C(C=C1)Cl)NC(C(CNC(OCC1=CC=CC=C1)=O)NCCO)=O benzyl (3-((bis(4-chlorophenyl)methyl)amino)-2-((2-hydroxyethyl)amino)-3-oxo-propyl)carbamate